BrC1=C(C=CC=C1COC1=NC(=C(C(=N1)C)C=O)C)C1=C(C(=CC=C1)OCCCN1CCOCC1)C 2-((2-bromo-2'-methyl-3'-(3-morpholinopropoxy)-[1,1'-biphenyl]-3-yl)methoxy)-4,6-dimethylpyrimidine-5-carbaldehyde